(1s,2s)-2-fluoro-N-[5-[5-fluoro-2-(hydroxymethyl)-3-(1-oxo-3,4,6,7,8,9-hexahydropyrido[3,4-b]indolizin-2-yl)phenyl]-1-methyl-2-oxo-3-pyridinyl]cyclopropanecarboxamide F[C@@H]1[C@@H](C1)C(=O)NC=1C(N(C=C(C1)C1=C(C(=CC(=C1)F)N1C(C=2C=C3CCCCN3C2CC1)=O)CO)C)=O